3-methyl-2-(methylthio)benzo[d]thiazole iodide [I-].CN1C(SC2=C1C=CC=C2)SC